ClC=1C=CC(=C(C1)CN)N1N=CN=N1 (5-chloro-2-(2H-tetrazol-2-yl)phenyl)methylamine